OCC=1C=C(C=CC1)CNC(CC1=CC=CC=C1)=O N-{[3-(hydroxymethyl)phenyl]methyl}-2-phenylacetamide